lithium-iron disulfide [Fe](=S)=S.[Li]